tert-Butyl [(1r,4r)-4-(sulfanylmethyl)cyclohexyl]carbamate SCC1CCC(CC1)NC(OC(C)(C)C)=O